CC1=C(C=NC(=C1)N1C=NC(=C1)CN1C[C@@H](N[C@@H](C1)C=1C(=C2COC(C2=CC1)=O)C)C)C#N 4-methyl-6-(4-(((3s,5r)-3-methyl-5-(4-methyl-1-oxo-1,3-dihydroisobenzofuran-5-yl)piperazin-1-yl)methyl)-1H-imidazol-1-yl)pyridine-3-carbonitrile